Butyl-(2'-trimethylammonioethyl phosphorylethyl) fumarate C(\C=C\C(=O)[O-])(=O)OCC(=P(=O)CC[N+](C)(C)C)CCCC